3'-(2,4-bis(benzyloxy)-N-ethyl-5-isopropylbenzamido)-5-(ethyl(tetrahydro-2H-pyran-4-yl)amino)-4-methyl-[1,1'-biphenyl]-3-carboxylic acid C(C1=CC=CC=C1)OC1=C(C(=O)N(CC)C=2C=C(C=CC2)C2=CC(=C(C(=C2)N(C2CCOCC2)CC)C)C(=O)O)C=C(C(=C1)OCC1=CC=CC=C1)C(C)C